ClC1=C(C=C2C(=C(NC2=C1)C(=O)N1CCC(CC1)C=1C=C2CN(C(C2=CC1)=O)C1C(NC(CC1)=O)=O)C)C 3-(5-(1-(6-chloro-3,5-dimethyl-1H-indole-2-carbonyl)piperidin-4-yl)-1-oxoisoindolin-2-yl)piperidine-2,6-dione